C(CC1=NNC(=N1)SC(C)C)C1=NNC(=N1)SC(C)C 3,3'-Ethylenebis(5-isopropylsulfanyl-1,2,4-triazole)